4-(4-(((R)-1-(4-bromothien-2-yl)ethyl)amino)-7-methoxy-2-methylquinazolin-6-yl)cyclohex-3-ene BrC=1C=C(SC1)[C@@H](C)NC1=NC(=NC2=CC(=C(C=C12)C1=CCCCC1)OC)C